C(=O)(OC(C)(C)C)N1CCC(CC1)(C(=O)OCC)CC(=O)O (1-Boc-4-ethoxycarbonyl-4-piperidinyl)acetic acid